3-iodoimidazo[1,2-a]pyrazine IC1=CN=C2N1C=CN=C2